3,9-bis(3-aminopropyl)-2,4,8,10-tetraoxaspiro(5.5)Undecane NCCCC1OCC2(CO1)COC(OC2)CCCN